N-((2S)-1,1-dicyclopropyl-3-((2-(methylcarbamoyl)-2-(6-oxo-5,7-diazaspiro[2.5]octan-5-yl)-2,3-dihydro-1H-inden-5-yl)amino)-3-oxopropan-2-yl)-1-methyl-1H-pyrazole-5-carboxamide C1(CC1)C([C@@H](C(=O)NC=1C=C2CC(CC2=CC1)(N1CC2(CC2)CNC1=O)C(NC)=O)NC(=O)C1=CC=NN1C)C1CC1